ClC1=CC=C(C=C1)[C@H]1C([C@@H](C1)O)(C)C (1R,3S)-3-(4-Chlorophenyl)-2,2-dimethylcyclobutan-1-ol